C(CCCC\C=C/C\C=C/C\C=C/CCCCC)(=O)Cl γ-linolenoyl chloride